(RS)-2-ethynylazetidine C(#C)[C@@H]1NCC1 |r|